FC=1C=C(C=CC1)C#CC=1C=CC(=NC1)C1=NOC(=N1)[C@H]1C[C@H](CN1)O (3R,5R)-5-(3-(5-((3-fluorophenyl)ethynyl)pyridin-2-yl)-1,2,4-oxadiazol-5-yl)pyrrolidin-3-ol